IC=1N=CC(=NC1)N(C(=O)OC(C)(C)C)C(=O)OC(C)(C)C di-tert-butyl (5-iodopyrazin-2-yl)-2-imidodicarbonate